BrC=1C(=NC(=NC1)NC(C1=CN=C(C=C1)C1=C(C=C(C=C1)C1=NOC(=N1)C)F)=O)OCCN(C)C N-(5-Bromo-4-(2-(dimethylamino)ethoxy)pyrimidin-2-yl)-6-(2-fluoro-4-(5-methyl-1,2,4-oxadiazol-3-yl)phenyl)nicotinamid